β,4-dihydroxy-3-hydroxymethyl-N-tert-butylphenethylamine OC(CNC(C)(C)C)C1=CC(=C(C=C1)O)CO